C1(=CC=CC=C1)[Si](C1=CC=C(C=C1)C1C2=CC=CC=C2C=2C=CC=CC12)(C1=CC=CC=C1)C1=CC=CC=C1 9-[4-(triphenylsilyl)phenyl]-9H-fluorene